(E)-2,7-bis(2-decyltetradecyl)-4-methyl-9-(5-(2-(5-methylthiophen-2-yl)vinyl)thiophen-2-yl)benzo[lmn][3,8]phenanthroline-1,3,6,8(2H,7H)-tetraone C(CCCCCCCCC)C(CN1C(C=2C(=CC=3C(N(C(C=4C3C2C(C1=O)=CC4C=4SC(=CC4)\C=C\C=4SC(=CC4)C)=O)CC(CCCCCCCCCCCC)CCCCCCCCCC)=O)C)=O)CCCCCCCCCCCC